rac-N-[(2S,3R,4R)-2-[(2,3'-difluoro[1,1'-biphenyl]-3-yl)methyl]-4-fluoro-1-(2-hydroxy-2-methylpropanoyl)pyrrolidin-3-yl]methanesulfonamide FC1=C(C=CC=C1C[C@@H]1N(C[C@H]([C@@H]1NS(=O)(=O)C)F)C(C(C)(C)O)=O)C1=CC(=CC=C1)F |r|